FC=1C(=NC(=NC1)N[C@@H]1C[C@@H](CC1)C(=O)O)C1=CC(=CC=C1)C=1C(NC=CC1)=O (1R,3S)-3-((5-fluoro-4-(3-(2-oxo-1,2-dihydropyridin-3-yl)phenyl)pyrimidin-2-yl)amino)cyclopentane-1-carboxylic acid